FC=1C=C(C=C(C1)F)[C@H](CC)N1C(=NC(C(=C1O)CC1=CC=C(C=C1)C1=C(C(=NC=C1)F)C)=O)C1=NN(C=C1)CC 1-[(1S)-1-(3,5-difluorophenyl)propyl]-2-(1-ethyl-1H-pyrazol-3-yl)-5-{[4-(2-fluoro-3-methylpyridin-4-yl)phenyl]methyl}-6-hydroxy-1,4-dihydropyrimidin-4-one